tert-butyl 4-(1-(5-cyano-3-hydroxy-2H-indazol-2-yl)ethyl)-5-methoxy-7-methyl-1H-indole-1-carboxylate C(#N)C1=CC2=C(N(N=C2C=C1)C(C)C1=C2C=CN(C2=C(C=C1OC)C)C(=O)OC(C)(C)C)O